OC=1C=C(C=CC1O)CC(=O)OCCC1=CC=CC=C1 phenethyl 2-(3,4-dihydroxyphenyl)acetate